(trans-4-(4-chlorophenyl)-2,4-dimethyl-4,5-dihydrooxazol-5-yl)(phenyl)methanone ClC1=CC=C(C=C1)[C@@]1(N=C(O[C@H]1C(=O)C1=CC=CC=C1)C)C